(E)-N-(3-(2-(2-chloro-4-(((2-hydroxyethyl)amino)methyl)-5-methylstyreneyl)-3-cyanopyridin-4-yl)-2-methylphenyl)-5-(((2-hydroxyethyl)amino)methyl)picolinamide Titanium IsoProPoxide CC([O-])C.[Ti+4].ClC1=C(/C=C/C2=NC=CC(=C2C#N)C=2C(=C(C=CC2)NC(C2=NC=C(C=C2)CNCCO)=O)C)C=C(C(=C1)CNCCO)C.CC([O-])C.CC([O-])C.CC([O-])C